C(C)(C)(C)OC(=O)N1CC2=CC=C(C=C2CC1)NC1=NC=C(C(=N1)N1CCC2=CC=CC=C12)C(F)(F)F.OCCN(CCC[Si](OCC)(OCC)OCC)CCO 3-[bis(2-hydroxyethyl)amino]propyl-triethoxysilane tert-Butyl-6-((4-(indolin-1-yl)-5-(trifluoromethyl)pyrimidin-2-yl)amino)-3,4-dihydroisoquinoline-2(1H)-carboxylate